tert-butyl (2-((6-(4-(dimethoxymethyl)pyrimidin-2-yl)pyridin-3-yl)amino)ethyl)carbamate COC(C1=NC(=NC=C1)C1=CC=C(C=N1)NCCNC(OC(C)(C)C)=O)OC